CN(C(=O)C1=NNC2=C1CN(CC2)C(=O)OC(C)(C)C)C2(CC2)C2=CC=C(C=N2)C(=O)OC methyl 6-(l-N-methyl-5-[(tert-butoxy)carbonyl]-1H,4H,5H,6H,7H-pyrazolo[4,3-c]pyridine-3-amidocyclopropyl)pyridine-3-carboxylate